C(#N)C1=CN(C2=CC=C(C=C12)N1N=CC(=N1)C(=O)OC(C)OC(=O)OCC)C(C)C {1-[(ethoxycarbonyl)oxy]}ethyl 2-(3-cyano-1-isopropyl-1H-indol-5-yl)-2H-1,2,3-triazole-4-carboxylate